CC1=NN2C(N=C(C(=C2C)O[C@H]2CN(CC2)C=2C=NC=NC2)C)=N1 (R)-2,5,7-trimethyl-6-((1-(pyrimidin-5-yl)pyrrolidin-3-yl)oxy)-[1,2,4]triazolo[1,5-a]pyrimidine